O=C1NC(CCC1N1C(C2=CC=C(C=C2C1=O)NCCCCCCNC(CN1CCN(CC1)C1=CC=C(C=C1)C1=NNC2=C1N=C(N=C2)C2=C(C=CC=C2OC)F)=O)=O)=O N-(6-((2-(2,6-dioxopiperidin-3-yl)-1,3-dioxoisoindolin-5-yl)amino)hexyl)-2-(4-(4-(5-(2-fluoro-6-methoxyphenyl)-1H-pyrazolo[4,3-d]pyrimidin-3-yl)phenyl)piperazin-1-yl)acetamide